6-(6-(2,5-difluorophenyl)-6-hydroxy-6-(1-methyl-2-oxo-1,2-dihydropyridin-3-yl)hexa-1,3-diyn-1-yl)pyrazolo[1,5-a]pyridine-4-carboxamide FC1=C(C=C(C=C1)F)C(CC#CC#CC=1C=C(C=2N(C1)N=CC2)C(=O)N)(C=2C(N(C=CC2)C)=O)O